CC1(CC(CN1)N1CCOCC1)C 4-(5,5-dimethylpyrrolidin-3-yl)morpholin